C(C)(C)C1=C(C=CC=C1)C1=NC(=CC2=C1N=CN2C)N(C(C)=O)CC2=CC=C(C=C2)N2N=C(C=C2C)C(F)(F)F N-(4-(2-isopropylphenyl)-1-methyl-1H-imidazo[4,5-c]pyridin-6-yl)-N-(4-(5-methyl-3-(trifluoromethyl)-1H-pyrazol-1-yl)benzyl)acetamide